tert-butyl 6-(((benzyloxy)carbonyl)(methyl)amino)-2-azaspiro[3.3]heptane-2-carboxylate C(C1=CC=CC=C1)OC(=O)N(C1CC2(CN(C2)C(=O)OC(C)(C)C)C1)C